O=C1N(CC2=CC(=CC=C12)N1CCNCC1)C1C(NC(CC1)=O)=O 3-(3-oxo-6-piperazin-1-yl-1H-isoindol-2-yl)piperidine-2,6-dione